(1,1-dimethyl-2-hydroxyethyl)-5-ethyl-5-hydroxymethyl-1,3-dioxane CC(CO)(C)C1OCC(CO1)(CO)CC